(R)-3-amino-2-(3-isopropoxypyrrolidin-1-yl)isonicotinonitrile NC1=C(C#N)C=CN=C1N1C[C@@H](CC1)OC(C)C